phosphate-cyclopentyl methyl carbonate C(OC1CCCC1)(OC)=O.P(=O)(O)(O)O